4-(7-((4-ethoxy-2',3',4'-trifluoro-5-methyl-[1,1'-biphenyl]-2-yl)methyl)-2,7-diazaspiro[3.5]nonan-2-yl)benzoic acid C(C)OC1=CC(=C(C=C1C)C1=C(C(=C(C=C1)F)F)F)CN1CCC2(CN(C2)C2=CC=C(C(=O)O)C=C2)CC1